OC(COCCN1C(CCC1)=O)CO 1-[2-(2,3-dihydroxypropyloxy)ethyl]-2-pyrrolidone